2-(2-((2R,3R)-3-(2-(tosyloxy)ethoxy)butan-2-yloxy)ethoxy)acetic acid S(=O)(=O)(C1=CC=C(C)C=C1)OCCO[C@@H]([C@@H](C)OCCOCC(=O)O)C